O=C1N(CCC(N1)=O)C1=CC=C(C=C1)N1CCCCC1 1-(4-(2,4-dioxotetrahydropyrimidin-1(2H)-yl)phenyl)piperidine